CN1N=C(N=N1)COCC(C)=O 1-((2-methyl-2H-tetrazol-5-yl)methoxy)propan-2-one